C1=C(C=CC=2SC3=C(C21)C=CC=C3)C3=CC=C(C=C3)C3C(C=2C=CC1=CC=CC=C1C2C=C3)C3=CC=CC=C3 2-(4-(dibenzothiophene-2-yl)phenyl)-1-phenyl-1H-phenanthrene